1,4-diaminooxy-2,3,5,6-tetrafluorobenzene NOC1=C(C(=C(C(=C1F)F)ON)F)F